C(C)(C)C1=C(NC=2N=C(SC21)C2CCN(CC2)CC2(COC2)C)C=2C=C(C=1N(C2)N=CN1)C 6-isopropyl-5-(8-methyl-[1,2,4]triazolo[1,5-a]pyridin-6-yl)-2-(1-((3-methyloxetan-3-yl)methyl)piperidin-4-yl)-4H-pyrrolo[2,3-d]thiazole